C(C1=CC=CC=C1)N1C[C@@H](CCC1)NC=1C(N(C(=NN1)C1=C(C=C(C=C1)C(F)(F)F)OC)C)=O 6-[[(3R)-1-Benzyl-3-piperidyl]amino]-3-[2-methoxy-4-(trifluoromethyl)phenyl]-4-methyl-1,2,4-triazin-5-one